BrC=1C=C2CC(NC2=CC1)=O 5-bromo-2-oxo-1H-indole